C1(CC1)C1=CC(=CC(=N1)C=1OC2=C(N1)C=C(C(=C2F)F)CNCC(C)(O)C)C2=C(C=C(C=C2)F)C2=NN=CN2C 1-{[(2-{6-Cyclopropyl-4-[4-fluoro-2-(4-methyl-1,2,4-triazol-3-yl)phenyl]pyridin-2-yl}-6,7-difluoro-1,3-benzoxazol-5-yl)methyl]amino}-2-methylpropan-2-ol